N-methyl-pentylenediamine CNCCCCCN